3-[1-methyl-6-[1-[(1R)-1-(4-piperidyl)ethyl]-4-piperidyl]-7-(trifluoromethyl)indazol-3-yl]piperidine-2,6-dione CN1N=C(C2=CC=C(C(=C12)C(F)(F)F)C1CCN(CC1)[C@H](C)C1CCNCC1)C1C(NC(CC1)=O)=O